2-(2,6-Dimethyl-4-((5-oxo-4-phenyl-4,5-dihydro-1H-1,2,4-triazol-1-yl)methyl)phenoxy)-2-methylpropionic acid CC1=C(OC(C(=O)O)(C)C)C(=CC(=C1)CN1N=CN(C1=O)C1=CC=CC=C1)C